N,N'-distearyl ethylenediamine tert-Butyl 6-(3-(2,4-dioxotetrahydropyrimidin-1(2H)-yl)-1-methyl-1H-indazol-6-yl)-2,6-diazaspiro[3.3]heptaneacryloyloxyethyl-4-azidobenzoate O=C1N(CCC(N1)=O)C1=NN(C2=CC(=CC=C12)N1CC2(CNC2C=CC(=O)OCCC2=C(C(=O)OC(C)(C)C)C=CC(=C2)N=[N+]=[N-])C1)C.C(CCCCCCCCCCCCCCCCC)NCCNCCCCCCCCCCCCCCCCCC